O=C1N(C(C2=CC=CC=C12)=O)CN1N=CC(=C1)C(=O)O ((1,3-dioxoisoindolin-2-yl)methyl)-1H-pyrazole-4-carboxylic acid